NC1=NN(C=C1C(=O)OCC)COCC[Si](C)(C)C ethyl 3-amino-1-((2-(trimethylsilyl)ethoxy)methyl)-1H-pyrazole-4-carboxylate